N'-cyclohexyl-N-((1R,3r,5S,6r)-3-(6-chloro-1H-indazol-4-yl)-3-hydroxybicyclo[3.1.0]hexan-6-yl)sulfuric diamide C1(CCCCC1)NS(NC1[C@H]2CC(C[C@@H]12)(O)C1=C2C=NNC2=CC(=C1)Cl)(=O)=O